6,6'-dichloro-4,4'-diaminobiphenyl ethyl-2-(4-(tert-butyl)phenyl)-4-methyl-6-oxo-1,6-dihydropyrimidine-5-carboxylate C(C)OC(=O)C1=C(N=C(NC1=O)C1=CC=C(C=C1)C(C)(C)C)C.ClC1=CC(=CC=C1C1=CC=C(C=C1Cl)N)N